(1R,3R)-3-((S)-2-(((1R,2S)-2-Hydroxycyclohexyl)methyl)-6-(methoxycarbonyl)-7-methyl-6,7,8,9-tetrahydro-3H-imidazo[4,5-f]chinolin-3-yl)cyclohexan O[C@@H]1[C@H](CCCC1)CC=1N(C=2C(=C3CC[C@@H](N(C3=CC2)C(=O)OC)C)N1)C1CCCCC1